COC(=O)C1(CCOCC1)CC=C 4-allyltetrahydro-2H-pyran-4-carboxylic acid methyl ester